C(#N)[C@H](CC1=CC=C(C=C1)C=1C=CC2=C(N(C(O2)=O)CC)C1)NC(=O)[C@H]1OCCCNC1 (2S)-N-{(1S)-1-Cyano-2-[4-(3-ethyl-2-oxo-2,3-dihydro-1,3-benzoxazol-5-yl)phenyl]ethyl}-1,4-oxazepane-2-carboxamide